tris(2-acryloyloxyethyl)(3-acrylamidopropyl)ammonium C(C=C)(=O)OCC[N+](CCCNC(C=C)=O)(CCOC(C=C)=O)CCOC(C=C)=O